acrylic beta-carboxyethyl ester C(=O)(O)CCOC(C=C)=O